ClC12CC3(CC(CC(C1)C3)C2)C(=O)OCC=2SC=C(N2)CSC2=C3CN(C(C3=CC=C2)=O)C2C(NC(CC2)=O)=O (4-(((2-(2,6-dioxopiperidin-3-yl)-1-oxoisoindolin-4-yl)thio)methyl)thiazol-2-yl)methyl 3-chloroadamantane-1-carboxylate